C1(CC1)C(CNC(=O)C=1NC(C=CN1)=O)(CC1=C(C=C(C=C1)F)F)C N-(2-cyclopropyl-3-(2,4-difluorophenyl)-2-methylpropyl)-6-oxo-1,6-dihydropyrimidine-2-carboxamide